8-chloro-3-(2,6-difluorophenyl)imidazo[1,5-a]pyrazine ClC=1C=2N(C=CN1)C(=NC2)C2=C(C=CC=C2F)F